6-((5-methoxy-4-nitro-9-oxo-9,10-dihydroacridin-1-yl)amino)hexanoic acid COC1=C2NC=3C(=CC=C(C3C(C2=CC=C1)=O)NCCCCCC(=O)O)[N+](=O)[O-]